FC(C=1C(=CNC(C1)=O)C(=O)NC=1C(=CC(=C(C1)C=1CCN(CCC1)C(=O)O)F)N1C[C@H](N([C@H](C1)C)C)C)F 4-[5-[[4-(difluoromethyl)-6-oxo-1H-pyridine-3-carbonyl]amino]-2-fluoro-4-[(3R,5S)-3,4,5-trimethylpiperazin-1-yl]phenyl]-2,3,6,7-tetrahydroazepine-1-carboxylic acid